3-(3-amino-4-methyl-pyrazol-1-yl)propanenitrile NC1=NN(C=C1C)CCC#N